ClC=1C(=C(C=CC1)NC1=NC=NC2=CC(=C(C=C12)[N+](=O)[O-])C#C[C@@]1(CN(CC1)C)C)F (R)-N-(3-chloro-2-fluorophenyl)-7-((1,3-dimethylpyrrolidin-3-yl)ethynyl)-6-nitroquinazolin-4-amine